1-tert-butyl-3-methyl-1H-pyrazol-5-amine C(C)(C)(C)N1N=C(C=C1N)C